1-{[(1r,2s,5s)-5-fluoro-4-oxo-3-azabicyclo[3.1.0]hex-2-yl]methoxy}-7-methoxyisoquinoline-6-carboxamide F[C@@]12C(N[C@@H]([C@H]2C1)COC1=NC=CC2=CC(=C(C=C12)OC)C(=O)N)=O